4-(2-(2-fluoroacrylamido)-7-(N-(1-methylcyclopropyl)sulfamoyl)quinolin-5-yl)-N,N-dimethylpiperazine-1-carboxamide FC(C(=O)NC1=NC2=CC(=CC(=C2C=C1)N1CCN(CC1)C(=O)N(C)C)S(NC1(CC1)C)(=O)=O)=C